COC1=C(C=CC=C1)[C@H](CO)OC1CCOCC1 (R)-2-(2-methoxyphenyl)-2-((tetrahydro-2H-pyran-4-yl)oxy)ethan-1-ol